ClC1=C2C(=NC=C1)N(N=C2C2CC2)C2COCCC2 4-chloro-3-cyclopropyl-1-(tetrahydro-2H-pyran-3-yl)-1H-pyrazolo[3,4-b]pyridine